COC(C1=C(C=CC(=C1)N)I)=O methyl-5-amino-2-iodobenzoate